OC1(CCCC1)CC=1OC(=CN1)C=1C=CC(=NC1C=1C=C2C(N(CC2=CC1)C)=O)C#N 5-(2-((1-hydroxycyclopentyl)methyl)oxazol-5-yl)-6-(2-methyl-3-oxoisoindolin-5-yl)picolinonitrile